O=C1NC(CCC1N1C(C2=CC=C(C=C2C1)CNC(C(F)(F)C1=C(C=CC(=C1)F)OCC)=O)=O)=O N-((2-(2,6-dioxopiperidin-3-yl)-1-oxoisoindolin-5-yl)methyl)-2-(2-ethoxy-5-fluorophenyl)-2,2-difluoroacetamide